OCC1(CC1)NC(=O)C1=C(SC2=C1C=C(C=C2)OCC=2C(=NC=CC2)C(F)(F)F)C N-[1-(hydroxymethyl)cyclopropyl]-2-methyl-5-{[2-(trifluoromethyl)pyridin-3-yl]methoxy}-1-benzothiophene-3-carboxamide